2-ethylhexyl triisopropylsilyl maleate cyclohexyl-triisopropylsilyl-maleate C1(CCCCC1)/C(=C(/C(=O)O)\[Si](C(C)C)(C(C)C)C(C)C)/C(=O)O.C(\C=C/C(=O)O[Si](C(C)C)(C(C)C)C(C)C)(=O)OCC(CCCC)CC